C(CNCCNCCN)N1CC1 N-3,6,9-triazanonylaziridine